OCCN1CCN(CC1)C1=CC=C(C=C1)NC1=NC=C(C(=N1)NC1=C(SC=C1)C(=O)O)C(F)(F)F 3-(2-{4-[4-(2-hydroxyethyl)-piperazin-1-yl]-phenylamino}-5-trifluoromethylpyrimidin-4-ylamino)-thiophene-2-carboxylic acid